C(C)(C)(C)OC(=O)N1C[C@@H](N(CC1)C=1C2=C(N=CN1)N(C=C2C2=C(C=CC=C2)F)C=2SC(=C(N2)C)C#N)C.CN2C=CC1=CC(=CC=C21)C2CC2 1-(1-methyl-1H-indol-5-yl)cyclopropane tert-butyl-(S)-4-(7-(5-cyano-4-methylthiazol-2-yl)-5-(2-fluorophenyl)-7H-pyrrolo[2,3-d]pyrimidin-4-yl)-3-methylpiperazine-1-carboxylate